FC=1C=C(C=O)C=C(C1)F 3,5-DIFLUOROBENZALDEHYDE